O1B=CC2=C1C=CC=C2 BENZOXABOROLE